NC=1C(=NC(=C(N1)C1=CC=C(C=C1)F)C1=CN(C(C=C1)=O)C)CNC(C1=C(C=CC=C1C(F)(F)F)F)=O N-((3-amino-5-(4-fluorophenyl)-6-(1-methyl-6-oxo-1,6-dihydropyridin-3-yl)pyrazin-2-yl)methyl)-2-fluoro-6-(trifluoromethyl)benzamide